NCCNCCO 2-(2-Aminoethylamino)Ethanol